CN1C(=NN=C1)CC1(COC1)C=1C=C(C=CC1)N1C(C2=C(C=C1)C=C(N2S(=O)(=O)C2=CC=C(C)C=C2)CN2C[C@H](CCC2)C)=O (S)-6-(3-(3-((4-methyl-4H-1,2,4-triazol-3-yl)methyl)oxetan-3-yl)phenyl)-2-((3-methylpiperidin-1-yl)methyl)-1-tosyl-1,6-dihydro-7H-pyrrolo[2,3-c]pyridin-7-one